5-methyl-1-(4-(4-(pyridin-3-yl)benzyl)phenyl)-1H-pyrazole-3-carboxamide CC1=CC(=NN1C1=CC=C(C=C1)CC1=CC=C(C=C1)C=1C=NC=CC1)C(=O)N